BrC=1C(=C(C=CC1)C1=NC(=C(C=O)C(=C1)F)OC)Cl 6-(3-bromo-2-chlorophenyl)-4-fluoro-2-methoxynicotinaldehyde